C(C)OP(O)(=O)C1=C(C=CC=C1)C(C1=C(C=C(C=C1C)C)C)=O 2,4,6-Trimethylbenzoyl-phenylphosphonic acid ethyl ester